ClC1=CC=C(C=C1)NS(=O)(=O)C=1C=C(C=NC1OC)NC(CC1=NN(C=C1)CC1=CC=C(C=C1)OC)=O N-(5-(N-(4-chlorophenyl)sulfamoyl)-6-methoxypyridin-3-yl)-2-(1-(4-methoxybenzyl)-1H-pyrazol-3-yl)acetamide